[5-(3-{(1R)-1-[(6,7-dimethoxy-2-methylquinazolin-4-yl)amino]-ethyl}phenyl)-thiophen-2-yl]-methanol COC=1C=C2C(=NC(=NC2=CC1OC)C)N[C@H](C)C=1C=C(C=CC1)C1=CC=C(S1)CO